dibutyldithiocarbamic acid C(CCC)N(C(S)=S)CCCC